CC=1SC2=C(N1)C=CC(=C2)NN (2-methyl-1,3-benzothiazol-6-yl)hydrazine